tert-Butyl 3-ethynyl-1-pyrrolidinecarboxylate C(#C)C1CN(CC1)C(=O)OC(C)(C)C